2-(5-(1,2-dithiolan-3-yl)pentanamido)ethyl (2-cyanoethyl) diisopropylphosphoramidite C(C)(C)N(P(OCCNC(CCCCC1SSCC1)=O)OCCC#N)C(C)C